2'-((methylenebis(4-ethyl-6-methyl-2,1-phenylene))bis(oxy))diacetamide C(C1=C(C(=CC(=C1)CC)C)OCC(=O)N)C1=C(C(=CC(=C1)CC)C)OCC(=O)N